4-(4-(phenylmethyloxy)-3,3-difluorobutyl)-6-isopropylpyrimidin-5-amine C1(=CC=CC=C1)COCC(CCC1=NC=NC(=C1N)C(C)C)(F)F